3,5-dichloro-2-hydroxybenzoic acid ClC=1C(=C(C(=O)O)C=C(C1)Cl)O